indole-3-acetaldehyde sulfite S(=O)(O)O.N1C=C(C2=CC=CC=C12)CC=O